Cl.Cl.Cl.NCCCCNCCCNCC1=CC=C(C=C1)C=1OC2=C(C(=CC=C2C(C1)=O)O)OC 2-(4-(((3-((4-aminobutyl)amino)propyl)amino)methyl)phenyl)-7-hydroxy-8-methoxy-4H-chromen-4-one trihydrochloride